ClC1=C(C=CC=C1NC(=O)C=1N(C2=C(CN(CC2)C)N1)C)C1=C(C(=CC=C1)C1(CC1)O)C N-(2-chloro-3'-(1-hydroxycyclopropyl)-2'-methyl-[1,1'-biphenyl]-3-yl)-1,5-dimethyl-4,5,6,7-tetrahydro-1H-imidazo[4,5-c]Pyridine-2-formamide